(R)-1-(3,4-diphenylethoxyphenoxy)-3-(isopropylamino)propan-2-ol C1(=CC=CC=C1)C=1C(=C(OC[C@@H](CNC(C)C)O)C=CC1C1=CC=CC=C1)OCC